C(=O)(O)C(O)C(O)C(=O)O.N1(CCOCC1)C(=O)N morpholinamide tartrate